3-methyl-2-methyl-1,3-hexadien CC(C(=C)C)=CCC